1-[3-[[2-[1-(benzenesulfonamido)-2-[3-(N'-hydroxycarbamimidoyl)phenyl]ethyl]-1,3-benzothiazol-6-yl]oxy]propyl]-3-methyl-urea C1(=CC=CC=C1)S(=O)(=O)NC(CC1=CC(=CC=C1)C(N)=NO)C=1SC2=C(N1)C=CC(=C2)OCCCNC(=O)NC